Methyl 2-[[(1R)-1-[3,6-dimethyl-2-(2-methylimidazo[1,2-a]pyridin-6-yl)-4-oxo-chromen-8-yl]ethyl]amino]-6-fluoro-benzoate CC1=C(OC2=C(C=C(C=C2C1=O)C)[C@@H](C)NC1=C(C(=O)OC)C(=CC=C1)F)C=1C=CC=2N(C1)C=C(N2)C